N-(1-aminopropan-2-yl)-1,6-bis(propan-2-yl)-1H-pyrazolo[3,4-b]pyridine-4-carboxamide NCC(C)NC(=O)C=1C2=C(N=C(C1)C(C)C)N(N=C2)C(C)C